CC1=CC=C(O1)C=1C2=C(N=CN1)CN(C2=O)CC 4-(5-methylfuran-2-yl)-6-ethyl-5H,6H,7H-pyrrolo[3,4-d]pyrimidine-5-one